ClC1=C(C=2SCC[C@H]3N(C2N=C1)CCNC3)C (R)-3-chloro-4-methyl-6,7,7a,8,10,11-hexahydro-9H-pyrazino[1,2-d]pyrido[3,2-b][1,4]thiazepin